methyl (4-(((3R,4R)-1-(2-cyanoacetyl)-4-methylpiperidin-3-yl) (methyl) amino)-7H-pyrrolo[2,3-d]pyrimidine-7-carbonyl)-L-lysinate hydrochloride Cl.C(#N)CC(=O)N1C[C@@H]([C@@H](CC1)C)N(C=1C2=C(N=CN1)N(C=C2)C(=O)N[C@@H](CCCCN)C(=O)OC)C